[Pb].[Mn].[Nb] niobium manganese-lead